ethyl 2-(5-bromo-1H-pyrrolo[3,2-b]pyridin-2-yl)acetate BrC1=CC=C2C(=N1)C=C(N2)CC(=O)OCC